C(C)(C)(C)C=1C(=C(C=C(C1)CCC(=O)OCC(CCCC)CC)N1N=C2C(=N1)C=CC(=C2)Cl)O 2-(3'-tert-butyl-5'-[2-(2-ethylhexyloxy)-carbonylethyl]-2'-hydroxy-phenyl)-5-chloro-benzotriazole